(R)-5-(5-azaspiro[2.4]heptan-5-ylmethyl)-N-(3-(1-(4-methyl-4H-1,2,4-triazol-3-yl)propan-2-yl)phenyl)-4-(trifluoromethyl)-1H-imidazole-2-carboxamide C1CC12CN(CC2)CC2=C(N=C(N2)C(=O)NC2=CC(=CC=C2)[C@@H](CC2=NN=CN2C)C)C(F)(F)F